C1C2C3CC(CC3C1CC2CO)CO octahydro-4,7-methylene-1H-indene-2,5-dimethanol